(S)-2,6-difluoro-4-((1-(2-fluorophenyl)ethyl)amino)-N-(thiazol-4-yl)benzenesulfonamide 2,2,2-trifluoroacetate FC(C(=O)O)(F)F.FC1=C(C(=CC(=C1)N[C@@H](C)C1=C(C=CC=C1)F)F)S(=O)(=O)NC=1N=CSC1